nonacarbonyl-iron di-iron [Fe].[Fe].C(=O)=[Fe](=C=O)(=C=O)(=C=O)(=C=O)(=C=O)(=C=O)(=C=O)=C=O